valyl-phenylalanine N[C@@H](C(C)C)C(=O)N[C@@H](CC1=CC=CC=C1)C(=O)O